C(C)(C)(C)N1C=C(C=C1)C(=O)NCC=1SC(=NN1)C=1N=C2N(C=CN=C2N[C@H]2[C@H](CN(CC2)C)F)C1C=C 1-(tert-butyl)-N-((5-(8-(((3S,4R)-3-fluoro-1-methylpiperidin-4-yl)amino)-3-vinylimidazo[1,2-a]pyrazin-2-yl)-1,3,4-thiadiazol-2-yl)methyl)-1H-pyrrole-3-carboxamide